di(m-tolyl)silylene(cyclopentadienyl)(2,7-diphenyl-3,6-di-t-butylfluorenyl)zirconium dichloride [Cl-].[Cl-].C1(=CC(=CC=C1)[Si](=[Zr+2](C1=C(C(=CC=2C3=CC(=C(C=C3CC12)C1=CC=CC=C1)C(C)(C)C)C(C)(C)C)C1=CC=CC=C1)C1C=CC=C1)C=1C=C(C=CC1)C)C